COC1=C(C=CC(=C1)C=1OC2=CC(=C(C(=C2C(C1)=O)O)OC)O)[O-] 2-methoxy-4-(5,7-dihydroxy-6-methoxy-4-oxo-4H-chromen-2-yl)phenolate